8-methyl-N-[(4-hydroxy-3-methoxyphenyl)-methyl]-(trans)-6-nonenylamide CC(/C=C/CCCCC[N-]CC1=CC(=C(C=C1)O)OC)C